1-methyl-3-(2-methylphenyl)piperazine-2,5-dione CN1C(C(NC(C1)=O)C1=C(C=CC=C1)C)=O